N-(2,3-dihydroxypropyl)maleimide OC(CN1C(C=CC1=O)=O)CO